C(N)(OC12CCC(CC1)(CC2)C=2SC(=CN2)C2=C(C=C(C=C2)NC(NCC2=CC=CC=C2)=O)S(NC(C)(C)C)(=O)=O)=O [1-[5-[4-(benzylcarbamoylamino)-2-(tert-butylsulfamoyl) phenyl] thiazol-2-yl]-4-bicyclo[2.2.2]octanyl] carbamate